O1CC(C1)NC(=O)C1=CSC2=C1N=CN=C2 N-(oxetan-3-yl)thieno[3,2-d]Pyrimidine-7-carboxamide